FC=1C=C2CCCNC2=CC1 6-Fluoro-1,2,3,4-tetrahydroquinoline